N1=C(C=CC=C1)C1CCN(CC1)CC=1NC2=CC=CC=C2C1 2-[[4-(2-pyridinyl)piperidin-1-yl]methyl]-1H-indole